C(C)(=O)O[C@@H]1CC[C@@]2([C@H]3CC[C@@]4([C@H](CC[C@H]4[C@@H]3CC[C@@H]2C1)[C@@H](CCC(=O)O)C)C)C (4R)-4-[(3R,5R,8R,9S,10S,13R,14S,17R)-3-acetoxy-10,13-dimethyl-2,3,4,5,6,7,8,9,11,12,14,15,16,17-tetradecahydro-1H-cyclopenta[a]phenanthren-17-yl]pentanoic Acid